6-methoxy-4-((1-propylpiperidin-4-yl)amino)-7-(3-(pyrrolidin-1-yl)propoxy)quinazoline-2-carbonitrile COC=1C=C2C(=NC(=NC2=CC1OCCCN1CCCC1)C#N)NC1CCN(CC1)CCC